2-(2,6-dichloro-4-(6-methyl-3,5-dioxo-4,5-dihydro-1,2,4-triazin-2(3H)-yl)phenoxy)-5-hydroxy-N-((1r,3r)-3-hydroxycyclobutyl)pyridine-4-sulfonamide ClC1=C(OC2=NC=C(C(=C2)S(=O)(=O)NC2CC(C2)O)O)C(=CC(=C1)N1N=C(C(NC1=O)=O)C)Cl